ClC=1C=C2C(=NC1)NN=C2C=2N=C(C1=C(N2)N(C=C1F)[C@@H]1[C@H](C2CCC1CC2)C(=O)O)C (2S,3S)-3-(2-(5-chloro-1H-pyrazolo[3,4-b]pyridin-3-yl)-5-fluoro-4-methyl-7H-pyrrolo[2,3-d]pyrimidin-7-yl)bicyclo[2.2.2]octane-2-carboxylic acid